bis(2,4-di-tert-butyl-6-methylphenyl)ethyl phosphite P(OCC(C1=C(C=C(C=C1C)C(C)(C)C)C(C)(C)C)C1=C(C=C(C=C1C)C(C)(C)C)C(C)(C)C)([O-])[O-]